(2-(2-ethoxyethoxy) ethyl) phenyl carbonate C(OCCOCCOCC)(OC1=CC=CC=C1)=O